CC1(C2=CC=C(C=C2C=2C=CC(=CC12)C#N)C=1C=NC=C(C1)B1OC(C(O1)(C)C)(C)C)C 9,9-dimethyl-6-(5-(4,4,5,5-tetramethyl-1,3,2-dioxaborolan-2-yl)pyridin-3-yl)-9H-fluorene-2-carbonitrile